N1-[2-(dimethylamino)ethyl]-5-methoxy-N1-methyl-N4-(6-(3,3,5,6-tetramethyl-2,3-dihydro-1H-pyrrolo[3,2-b]pyridin-1-yl)pyrimidin-4-yl)benzene-1,2,4-triamine CN(CCN(C=1C(=CC(=C(C1)OC)NC1=NC=NC(=C1)N1CC(C2=NC(=C(C=C21)C)C)(C)C)N)C)C